3-(bicyclo[1.1.1]pentan-1-yl)-1-((2-(difluoromethyl)cyclopropyl)methyl)-N-(2-(S-methylsulfonimidoyl)pyridin-4-yl)-4-(trifluoromethyl)-1H-pyrazole-5-carboxamide C12(CC(C1)C2)C2=NN(C(=C2C(F)(F)F)C(=O)NC2=CC(=NC=C2)S(=O)(=N)C)CC2C(C2)C(F)F